N[C@H](C(=O)NCCCC[C@@H](C(=O)OC(C)(C)C)NC(=O)N[C@H](C(=O)OC(C)(C)C)CCC(=O)OC(C)(C)C)CC1=NC2=CC=CC=C2C=C1 di-tert-butyl (2S)-2-({[(2S)-6-{[(2S)-2-amino-3-(quinolin-2-yl)propanoyl]amino}-1-tert-butoxy-1-oxohexan-2-yl]carbamoyl}amino)pentanedioate